CC1CN(CC(N1)C)C=1N=NC(=CN1)C1=C(C=C(C=C1)C=1C=NNC1)O 2-[3-(3,5-dimethylpiperazin-1-yl)-1,2,4-triazin-6-yl]-5-(1H-pyrazol-4-yl)phenol